1-methyl-2-(4-(trifluoromethyl)phenyl)piperazine CN1C(CNCC1)C1=CC=C(C=C1)C(F)(F)F